C(C)(=O)N([C@@](CC(C)=O)(C(=O)N[C@H](CCC(=O)O)C(=O)O)C1[C@H](N)[C@@H](O)[C@H](O)[C@H](O1)CO)C1[C@H](N)[C@@H](O[C@@H](C(=O)O)C)[C@H](O)[C@H](O1)CO N-acetylglucosaminyl-β-acetyl-muramyl-L-alanyl-D-glutamic acid